ClC1=C(C(=NC=C1C(=O)[O-])C)C1=CC=C(C=C1)F 4-chloro-5-(4-fluorophenyl)-6-methylnicotinate